(R)-2-amino-3-(3-(1-ethyl-4-methyl-1H-pyrazol-5-yl)benzamido)propanoic acid N[C@@H](C(=O)O)CNC(C1=CC(=CC=C1)C1=C(C=NN1CC)C)=O